FC1=CC=C(C=C1)C1=CC(=CN1S(=O)(=O)C1=CC=C(C)C=C1)CNC([2H])([2H])[2H] N-((5-(4-fluorophenyl)-1-tosyl-1H-pyrrol-3-yl)methyl)methane-d3-amine